CC(CC(C1=CC=C(C=C1)C1=C(N=CS1)C)N)(C)C (3,3-dimethyl-1-(4-(4-methylthiazol-5-yl)phenyl)butyl)-amine